dec-8-enone CC(CCCCCC=CC)=O